5-[4-[[rel-(2S)-Tetrahydrofuran-2-yl]methylamino]pyrido[3,4-d]pyridazin-1-yl]-2,3-dihydrobenzofuran-4-ol O1[C@@H](CCC1)CNC=1N=NC(=C2C1C=NC=C2)C2=CC=C1C(CCO1)=C2O |o1:1|